C(C)N1N=CC(=C1)C1=C(C=CC=C1)C1CC(C(O1)=O)=C 5-(2-(1-ethyl-1H-pyrazol-4-yl)phenyl)-3-methylenedihydrofuran-2(3H)-one